FC=1C=C2C(=C(NC2=C(C1)F)C)CCN 2-(5,7-difluoro-2-methyl-1H-indol-3-yl)ethylamine